2-(Chloromethyl)-5-((4-(methylsulfonyl)benzyl)oxy)-4H-pyran-4-one ClCC=1OC=C(C(C1)=O)OCC1=CC=C(C=C1)S(=O)(=O)C